ethyl trans-1-(1,3-dioxo-1,3-dihydro-2H-isoindol-2-yl)-3-hydroxycyclobutane-1-carboxylate O=C1N(C(C2=CC=CC=C12)=O)C1(CC(C1)O)C(=O)OCC